4-Bromo-7-hydroxycoumarin BrC1=CC(OC2=CC(=CC=C12)O)=O